N,N-diethylcarbamic acid C(C)N(C(O)=O)CC